(7R,14R)-1-(difluoromethoxy)-11-(3-((1-hydroxypropan-2-yl)oxy)prop-1-yn-1-yl)-6-(methyl-d3)-6,7-dihydro-7,14-methanobenzo[f]benzo[4,5]imidazo[1,2-a][1,4]diazocin-5(14H)-one FC(OC1=CC=CC=2C(N([C@H]3C=4N([C@@H](C21)C3)C3=C(N4)C=CC(=C3)C#CCOC(CO)C)C([2H])([2H])[2H])=O)F